((3-hydroxypropyl)azanediyl)bis(hexane-6,1-diyl) bis(4,4-bis(((Z)-oct-5-en-1-yl)oxy)butanoate) C(CCC\C=C/CC)OC(CCC(=O)OCCCCCCN(CCCCCCOC(CCC(OCCCC\C=C/CC)OCCCC\C=C/CC)=O)CCCO)OCCCC\C=C/CC